OC1CCC(CC1)C1=C(C(=O)N)C=C(C=N1)C1=CC=C(C=C1)C(=O)N1CCN(CC1)C (4-hydroxycyclohexyl)-5-(4-(4-methylpiperazine-1-carbonyl)phenyl)nicotinamide